C1NCC12CC(C2)C=2NC(=NN2)C(C(F)(F)F)O 1-[5-(2-azaspiro[3.3]heptan-6-yl)-4H-1,2,4-triazol-3-yl]-2,2,2-trifluoro-ethanol